FC=1C=C(C=C(C1)F)C1=NC2=CC(=C(C=C2C(=N1)NC1=NNC(=C1)C)OC)OCCCN1CCCC1 2-(3,5-difluorophenyl)-6-methoxy-N-(5-methyl-1H-pyrazol-3-yl)-7-(3-(pyrrolidin-1-yl)propoxy)quinazolin-4-amine